1-(3-(1-isopropyl-6-((5-methylthiazol-2-yl)amino)-1H-pyrrolo[3,2-c]pyridin-4-yl)-8-azabicyclo[3.2.1]oct-2-en-8-yl)prop-2-en-1-one C(C)(C)N1C=CC=2C(=NC(=CC21)NC=2SC(=CN2)C)C2=CC1CCC(C2)N1C(C=C)=O